(3S,4S)-8-[8-(2,3-dichlorophenyl)-7-methyl-[1,2,4]triazolo[4,3-c]pyrimidin-5-yl]-3-methyl-2-oxa-8-azaspiro[4.5]decan-4-amine ClC1=C(C=CC=C1Cl)C=1C=2N(C(=NC1C)N1CCC3([C@@H]([C@@H](OC3)C)N)CC1)C=NN2